((2R,4S,5R)-4-azido-5-((2,2,2-trifluoroethyl)amino)tetrahydro-2H-pyran-2-yl)((S)-1-(4-fluorophenyl)-3,4-dihydroisoquinolin-2(1H)-yl)methanone N(=[N+]=[N-])[C@H]1C[C@@H](OC[C@@H]1NCC(F)(F)F)C(=O)N1[C@H](C2=CC=CC=C2CC1)C1=CC=C(C=C1)F